4-[[2-[(3S)-3-(1H-1,2,4-triazol-5-yl)pyrrolidine-1-carbonyl]-2-azaspiro[3.3]heptan-6-yl]methyl]-2-(trifluoromethyl)benzonitrile N1N=CN=C1[C@@H]1CN(CC1)C(=O)N1CC2(C1)CC(C2)CC2=CC(=C(C#N)C=C2)C(F)(F)F